benzyl {[(2R)-6-(benzyloxy)-4-fluoro-5-(1,1,4-trioxo-1λ6,2,5-thiadiazolidin-2-yl)-2,3-dihydro-1-benzofuran-2-yl]methyl}carbamate C(C1=CC=CC=C1)OC1=CC2=C(C[C@@H](O2)CNC(OCC2=CC=CC=C2)=O)C(=C1N1S(NC(C1)=O)(=O)=O)F